FC1=CC(=C(N)C=C1)C=1N=NN(C1)C 4-Fluoro-2-(1-methyl-1H-1,2,3-triazol-4-yl)aniline